C(C)(C)(C)OC(=O)N1C=CC2=CC(=C(C=C12)C=1N=C2SC3=C(N2C1)C=CC(=C3)C(=O)O)F 2-(1-(tert-butoxycarbonyl)-5-fluoroindol-6-yl)benzo[d]imidazo[2,1-b]thiazole-7-carboxylic acid